(R)-N-(4-(4-(3-aminopiperidin-1-yl)-4-oxobutyl)-1-phenyl-1H-imidazol-2-yl)-3-(1-methyl-1H-pyrazol-4-yl)benzamide N[C@H]1CN(CCC1)C(CCCC=1N=C(N(C1)C1=CC=CC=C1)NC(C1=CC(=CC=C1)C=1C=NN(C1)C)=O)=O